4-(4-methoxy-2,3-dinitrophenyl)-3,6-dihydro-2H-pyran COC1=C(C(=C(C=C1)C=1CCOCC1)[N+](=O)[O-])[N+](=O)[O-]